C(C1=CC=C(C=C1)NC(N(C)C)=O)C1=CC=C(C=C1)NC(N(C)C)=O 4,4'-methylenebis(1,1-dimethyl-3-phenylurea)